(s)-2-((tert-butoxycarbonyl)amino)-3-(4-(4-(tert-butoxycarbonyl)piperazin-1-yl)phenyl)propanoic acid C(C)(C)(C)OC(=O)N[C@H](C(=O)O)CC1=CC=C(C=C1)N1CCN(CC1)C(=O)OC(C)(C)C